(5S)-5-(aminomethyl)-pyrrolidin-2-one NC[C@@H]1CCC(N1)=O